N=1C=CN2C1C=CC=C2C=2C=C(C(=NC2)NC(=O)C=2C(=NOC2C)C2=CC=CC=C2)OC N-(5-imidazo[1,2-a]pyridin-5-yl-3-methoxy-2-pyridyl)-5-methyl-3-phenyl-isoxazole-4-carboxamide